C(C)(C)(C)OC(COC1=CC=CC=2N=C(SC21)C2=C1N=CC(=NC1=CC(=C2)C)OC(F)F)=O 2-((2-(2-(difluoromethoxy)-7-methylquinoxalin-5-yl)benzo[d]thiazol-7-yl)oxy)acetic acid tert-butyl ester